6-amino-5-[(1R)-1-(2,6-dichloro-3-fluorophenyl)ethoxy]-N-(4-{[(3R,5S)-3,5-dimethyl-1-piperazinyl]carbonyl}phenyl)-3-pyridazinecarboxamide NC1=C(C=C(N=N1)C(=O)NC1=CC=C(C=C1)C(=O)N1C[C@H](N[C@H](C1)C)C)O[C@H](C)C1=C(C(=CC=C1Cl)F)Cl